ClC1=C(C=C(C=C1)[C@@]1(OC)[C@H](O)[C@@H](O)[C@H](O)[C@H](O1)CO)CC1=CC=C(C=C1)O[C@@H]1COCC1 methyl 1-C-(4-chloro-3-{4-[(3S)-tetrahydrofuran-3-yloxy]benzyl}phenyl)-α-D-glucopyranoside